4-chlorotoluene ClC1=CC=C(C)C=C1